C(C)[N+](C)(CC)CC N,N,N-triethyl-N-methyl-ammonium